BrC1=C(C=CC=C1COC1=CC(=C(C=O)C=C1Cl)O)C1=C(C(=CC=C1)C=1OC(=NN1)CN1C[C@@H](CC1)O)C (R)-4-((2-bromo-3'-(5-((3-hydroxypyrrolidin-1-yl)methyl)-1,3,4-oxadiazol-2-yl)-2'-methyl-[1,1'-biphenyl]-3-yl)methoxy)-5-chloro-2-hydroxybenzaldehyde